1-(3,4-Dimethoxyphenyl)-6-oxo-pyridine-3-carboxylic acid COC=1C=C(C=CC1OC)N1C=C(C=CC1=O)C(=O)O